COC=1C=C2C(CCOC2=CC1)N1CC2=CC=CC=C2CC1 2-(6-methoxychroman-4-yl)-3,4-dihydroisoquinolin